NC1=CC=C(CNC23CNCCNCC(CNCCNC2)(CNCCNC3)N)C=C1 1-N-(4-aminobenzyl)-3,6,10,13,16,19-hexaazabicyclo[6.6.6]Eicosane-1,8-diamine